(S)-N-(3-(7-ethyl-7-hydroxy-8,11-dioxo-8,10,11,13-tetrahydro-7H-[1,3]dioxolo[4,5-g]pyrano[3',4':6,7]indolizino[1,2-b]quinolin-14-yl)bicyclo[1.1.1]pentan-1-yl)-2,2,2-trifluoroacetamide C(C)[C@]1(C(OCC=2C(N3CC=4C(=NC=5C=C6C(=CC5C4C45CC(C4)(C5)NC(C(F)(F)F)=O)OCO6)C3=CC21)=O)=O)O